BrC=1N=C(SC1)N1CCN(CC1)C 4-bromo-2-(4-methylpiperazin-1-yl)thiazole